1,3,5-trimethyl-phenol CC1(CC(=CC(=C1)C)C)O